OC=1C=C(C#N)C=C(C1)N1N=C2C=NC(=CC2=C1)N1CCN(CC1)S(=O)(=O)C 3-Hydroxy-5-(5-(4-(methylsulfonyl)piperazin-1-yl)-2H-pyrazolo[3,4-c]pyridine-2-yl)benzonitrile